C12COCC(N1)C2 3-oxa-6-aza-bicyclo[3.1.1]heptane